tert-butyl (1-(4-methyl-3-((1-(naphthalen-1-yl)cyclopropyl)carbamoyl) phenoxy)propan-2-yl)carbamate CC1=C(C=C(OCC(C)NC(OC(C)(C)C)=O)C=C1)C(NC1(CC1)C1=CC=CC2=CC=CC=C12)=O